FC(OC=1C=C(C(=O)O)C=C(C1)S(=O)(=O)C)F 3-(difluoromethoxy)-5-methylsulfonyl-benzoic acid